NC=1SC(=C(N1)CO)C(=O)OCC Ethyl 2-amino-4-(hydroxymethyl)thiazole-5-carboxylate